4-(bis((9Z,12Z)-2-hydroxyoctadeca-9,12-dien-1-yl)amino)butanoic acid OC(CN(CCCC(=O)O)CC(CCCCCC\C=C/C\C=C/CCCCC)O)CCCCCC\C=C/C\C=C/CCCCC